FC=1C=CC(=NC1)C1=NN2C(OCC(C2)C)=C1C1=C2C(=NC=C1)C=CS2 2-(5-fluoropyridin-2-yl)-6-methyl-3-(thieno[3,2-b]pyridin-7-yl)-6,7-dihydro-5H-pyrazolo[5,1-b][1,3]oxazine